(R)-7-(4-bromo-3-(trifluoromethyl)benzoyl)-6-methyl-3-(1-methyl-1H-imidazo[4,5-b]pyridin-5-yl)-2-thioxo-2,3,5,6,7,8-hexahydropyrido[3,4-d]pyrimidin-4(1H)-one BrC1=C(C=C(C(=O)N2CC=3NC(N(C(C3C[C@H]2C)=O)C2=CC=C3C(=N2)N=CN3C)=S)C=C1)C(F)(F)F